4-[(1H-1,2,4-triazol-1-yl)methyl]phenol N1(N=CN=C1)CC1=CC=C(C=C1)O